1-(3',5'-dichlorobiphenyl-4-yl)ethanone ClC=1C=C(C=C(C1)Cl)C1=CC=C(C=C1)C(C)=O